3-(4-chlorophenyl)-N-(1-hydroxyprop-2-yl)-6-oxo-6H-1,4'-bipyridazine-5-carboxamide ClC1=CC=C(C=C1)C1=NN(C(C(=C1)C(=O)NC(CO)C)=O)C1=CN=NC=C1